5-hydroxy-1,3-oxathiolane-2-carboxylic acid (1'R,2'S,5'R)-menthyl ester C1(CC(C(CC1)C(C)C)OC(=O)C1OC(CS1)O)C